4-(2-(isopropylthio)-4-methylthiazol-5-yl)-N-(5-(piperazin-1-yl)pyridin-2-yl)pyrimidin-2-amine C(C)(C)SC=1SC(=C(N1)C)C1=NC(=NC=C1)NC1=NC=C(C=C1)N1CCNCC1